C(C)N(CC)[Si](OC(C)C)(OC(C)C)OC(C)C diethylamino-trisisopropoxysilane